4'-fluoro-N-((S)-4-((1R,2S)-2-(4-fluorophenyl)cyclopropylamino)-1-(4-(methylsulfonyl)piperazin-1-yl)-1-oxobutan-2-yl)biphenyl-4-carboxamide FC1=CC=C(C=C1)C1=CC=C(C=C1)C(=O)N[C@H](C(=O)N1CCN(CC1)S(=O)(=O)C)CCN[C@H]1[C@@H](C1)C1=CC=C(C=C1)F